α,α'-bis(4-aminophenyl)-1,4-diisopropylbenzene NC1=CC=C(C=C1)C(C)(C)C1=CC=C(C=C1)C(C)(C)C1=CC=C(C=C1)N